{4-[4-(morpholin-4-yl)-5-{[2-(trimethylsilyl)ethoxy]methyl}-5H-pyrrolo[3,2-d]pyrimidin-6-yl]phenyl}-5-[(3S)-pyrrolidine-3-amido]pyridine-2-carboxamide N1(CCOCC1)C=1C2=C(N=CN1)C=C(N2COCC[Si](C)(C)C)C2=CC=C(C=C2)C=2C(=NC=C(C2)NC(=O)[C@@H]2CNCC2)C(=O)N